(2S)-1-[4-(4-methoxyphenyl)phenyl]sulfonylpyrrolidine-2-carboxylic acid methyl ester COC(=O)[C@H]1N(CCC1)S(=O)(=O)C1=CC=C(C=C1)C1=CC=C(C=C1)OC